amino-N-(2-(piperidin-1-yl)ethyl)benzofuran-4-carboxamide NC=1OC=2C(C1)=C(C=CC2)C(=O)NCCN2CCCCC2